N-tris(trimethylsilyl)silylbutylamine C[Si](C)(C)[Si](NCCCC)([Si](C)(C)C)[Si](C)(C)C